(2S)-2-({5-[(1R)-1-[(5-chloro-2-methylpyridin-3-yl)amino]ethyl]thiophen-2-yl}formamido)-3-cyclopentyl-N-(2,2-difluorocyclopropyl)propanamide ClC=1C=C(C(=NC1)C)N[C@H](C)C1=CC=C(S1)C(=O)N[C@H](C(=O)NC1C(C1)(F)F)CC1CCCC1